CNC=1N=CC2=C(N1)CCN(C2)C(=O)OC(C)(C)C tert-butyl 2-(methylamino)-5H,6H,7H,8H-pyrido[4,3-d]pyrimidine-6-carboxylate